ClC1=C(C=CC(=C1)C(F)(F)F)N=C=O 2-chloro-4-(trifluoromethyl)phenyl isocyanate